diphenylmethyleneindenyl-cyclopentyl-zirconium dichloride [Cl-].[Cl-].C1(=CC=CC=C1)C(C1=CC=CC=C1)=[Zr+2](C1CCCC1)C1C=CC2=CC=CC=C12